C(C)OC(C(C)OC1=NC=CC=C1SC1=C(C=C(C(=C1)N1C(N(C(=CC1=O)C(F)(F)F)N)=O)F)Cl)=O Ethyl-2-{[3-({5-[3-amino-2,6-dioxo-4-(trifluoromethyl)-3,6-dihydropyrimidin-1(2H)-yl]-2-chloro-4-fluorophenyl}sulfanyl)pyridin-2-yl]oxy}propanoat